C(C)(C)(C)OC(=O)N1C[C@H]2C([C@H]2C1)C1=NOC(N1C1=CC=CC=C1)(C)C.NC=1SC2=C(N1)C=CC(=C2)C(F)(F)F 2-amino-6-(trifluoromethyl)benzothiazole tert-butyl-(1R,5S,6r)-6-(5,5-dimethyl-4-phenyl-4,5-dihydro-1,2,4-oxadiazol-3-yl)-3-azabicyclo[3.1.0]hexane-3-carboxylate